3-(isoindolin-5-yl)isoxazole hydrochloride Cl.C1NCC2=CC(=CC=C12)C1=NOC=C1